C(C1=CC=CC=C1)[C@H](NC([C@@H](NC([C@@H](NC(C[N+]1(CCOCC1)[O-])=O)CCC1=CC=CC=C1)=O)CC(C)C)=O)C(N[C@@H](CC(C)C)C(=O)[C@@]1(OC1)C)=O 4-((4S,7S,10S,13S)-10-benzyl-7-isobutyl-15-methyl-13-((R)-2-methyloxirane-2-carbonyl)-2,5,8,11-tetraoxo-4-phenethyl-3,6,9,12-tetraazahexadecyl)morpholine-4-oxide